ethyl pivalat C(C(C)(C)C)(=O)OCC